[I-].C(C)(C)C1=C(OC(=O)OCC[N+](C)(C)C)C(=CC=C1)C(C)C 2-(((2,6-diisopropylphenoxy)carbonyl)oxy)-N,N,N-trimethylethan-1-aminium iodide